C(C)N1N=C(C(=C1)NC1=NC=C(C(=N1)C1=CNC2=C(C=CC=C12)NC([C@@H](C)N1CCN(CC1)C)=O)C)OC (2R)-N-(3-{2-[(1-ethyl-3-methoxy-1H-pyrazol-4-yl)amino]-5-methylpyrimidin-4-yl}-1H-indol-7-yl)-2-(4-methylpiperazin-1-yl)propanamide